FC=1C(=C(C=CC1F)[C@H]1[C@H](O[C@]([C@H]1C)(C(F)(F)F)C)C(=O)OC)O |r| methyl rac-(2S,3S,4S,5R)-3-(3,4-difluoro-2-hydroxy-phenyl)-4,5-dimethyl-5-(trifluoromethyl)tetrahydrofuran-2-carboxylate